FC1=C(OCSC=2SC(=NN2)C)C(=C(C(=C1F)F)F)F 2-(((perfluorophenoxy)methyl)thio)-5-methyl-1,3,4-thiadiazole